6-[(5-bromo-2-ethyl-1,2,4-triazol-3-yl)amino]-4-methyl-3,4-dihydro-2H-isoquinolin-1-one BrC=1N=C(N(N1)CC)NC=1C=C2C(CNC(C2=CC1)=O)C